C(C=C)P(CC=C)(CC=C)=[Te] triallyl-phosphine telluride